OC(=O)C(F)(F)F.ClC1=CC(=C(COC2=NC(=NC=C2F)C2CCNCC2)C=C1)F 4-((4-chloro-2-fluorobenzyl)oxy)-5-fluoro-2-(piperidin-4-yl)pyrimidine TFA salt